5-(bromomethyl)-2-(2H-1,2,3-triazol-2-yl)pyridine BrCC=1C=CC(=NC1)N1N=CC=N1